7-fluoro-4-(8-fluoro-6-(furan-3-yl)-2-(((S)-1-methylpyrrolidin-2-yl)methoxy)-4-(piperazin-1-yl)quinazolin-7-yl)benzo[d]thiazol-2-amine FC1=CC=C(C=2N=C(SC21)N)C2=C(C=C1C(=NC(=NC1=C2F)OC[C@H]2N(CCC2)C)N2CCNCC2)C2=COC=C2